COC1=C(C=C(C=C1)OC1=CC(=C(C=C1)C(F)(F)F)OC)NC(=O)C1N(C(CC1)=O)C N-(2-methoxy-5-(3-methoxy-4-(trifluoromethyl)phenoxy)phenyl)-1-methyl-5-oxopyrrolidine-2-carboxamide